C1=CC=CC=2C3=CC=CC=C3N(C12)C=1C=C(C=CC1)C1=NC=NC(=N1)C1=CC(=CC=C1)N1C2=CC=CC=C2C=2C=CC=CC12 2,4-bis[3-(9H-carbazol-9-yl)phenyl]-1,3,5-triazine